silver-copper-indium-nickel [Ni].[In].[Cu].[Ag]